ClC=1C=NN(C1C1=NN2C(N(C(CC2)=O)CC2=C(C(=C(C=C2)C=2N(C=C(N2)C(F)(F)F)C(C)C)F)OC)=N1)C(C)C 2-(4-chloro-1-isopropyl-1H-pyrazol-5-yl)-4-(3-fluoro-4-(1-isopropyl-4-(trifluoromethyl)-1H-imidazol-2-yl)-2-methoxybenzyl)-6,7-dihydro-[1,2,4]triazolo[1,5-a]pyrimidin-5(4H)-one